ClC1=C(C=CC=C1)[C@H]1CC[C@H](N1C(=O)C=1C=CC2=C(OC(O2)(F)F)C1)C(=O)O (2S,5R)-5-(2-chlorophenyl)-1-(2,2-difluorobenzo[d][1,3]dioxole-6-carbonyl)pyrrolidine-2-carboxylic acid